ClC1=C(C=CC(=C1)Cl)C1(OCC(O1)CCC)CN1N=CN=C1 1-[[2-(2,4-Dichlorophenyl)-4-propyl-1,3-dioxolan-2-yl]methyl]-1H-1,2,4-triazol